3-(3-(2-(1,8-naphthyridin-2-yl)vinyl)azetidine-1-carboxamido)-3-(6-methoxypyridin-3-yl)propionic acid N1=C(C=CC2=CC=CN=C12)C=CC1CN(C1)C(=O)NC(CC(=O)O)C=1C=NC(=CC1)OC